ClC1=C(N=NC(=C1)Cl)C(=O)NC([2H])([2H])[2H] 4,6-dichloro-N-(trideuteromethyl)pyridazine-3-carboxamide